C(C1CO1)OC1=CC=C(C=C1)C1=CC=C(C=C1)OCC1CO1 4,4'-diglycidyl-oxybiphenyl